(E)-1-(4-methoxyphenyl)-3-(1-(3-nitro-1H-indol-1-yl)cyclopropyl)prop-2-en-1-one COC1=CC=C(C=C1)C(\C=C\C1(CC1)N1C=C(C2=CC=CC=C12)[N+](=O)[O-])=O